4,4-dimethylisoxazole CC1(C=NOC1)C